N-(1-(5-fluoro-2-methoxyphenyl)ethyl)-N-methyl-3-(1-methyl-1H-pyrazol-3-yl)pyrazolo[1,5-a]pyrimidin-5-amine FC=1C=CC(=C(C1)C(C)N(C1=NC=2N(C=C1)N=CC2C2=NN(C=C2)C)C)OC